5,8-dihydroxy-2,3,6,7-tetramethyl-1,4-naphthalenedione OC1=C2C(C(=C(C(C2=C(C(=C1C)C)O)=O)C)C)=O